Methyl-5-(furan-2-yl)-2-methyl-2H-1,2,6-thiadiazine CC=1N(SN=C(C1)C=1OC=CC1)C